OCCOCC1=CC=CC=2N(C(N(C21)C)=O)C2C(NC(CC2)=O)=O 3-[4-[(2-hydroxyethoxy)methyl]-3-methyl-2-oxo-1,3-benzodiazol-1-yl]piperidine-2,6-dione